silver barium salt [Ba].[Ag]